N=1C=NN2C1C=CC(=C2)C2=CNC=1N=C(N=C(C12)OC([2H])([2H])[2H])NC1CCC(CC1)(O)C (1r,4r)-4-((5-([1,2,4]triazolo[1,5-a]pyridin-6-yl)-4-(methoxy-d3)-7H-pyrrolo[2,3-d]pyrimidin-2-yl)amino)-1-methylcyclohexan-1-ol